N1C[C@H](CCC1)CC1=CNC2=CC=CC=C12 (R)-3-(piperidin-3-ylmethyl)-1H-indole